Trans-5-fluoro-6-[(5-methyl-1H-pyrazol-3-yl)amino]-2-[(5-hydroxyadamantan-2-yl)amino]pyrimidine-4-carboxylic acid ethyl ester C(C)OC(=O)C1=NC(=NC(=C1F)NC1=NNC(=C1)C)NC1C2CC3CC(CC1C3)(C2)O